3-[2-(6-Fluoro-1-methyl-1,3-benzodiazol-5-yl)ethynyl]-5-(methylamino)-1-[(3S,5R)-1-(prop-2-enoyl)-5-[(trifluoromethoxy)methyl]pyrrolidin-3-yl]pyrazole-4-carboxamide FC=1C(=CC2=C(N(C=N2)C)C1)C#CC1=NN(C(=C1C(=O)N)NC)[C@@H]1CN([C@H](C1)COC(F)(F)F)C(C=C)=O